6-[3-(2,4-dimethylthiazol-5-yl)-7,8-dihydro-5H-1,6-naphthyridin-6-yl]-5-methyl-pyridine CC=1SC(=C(N1)C)C=1C=NC=2CCN(CC2C1)C1=C(C=CC=N1)C